ClC1=CC(=C(C=N1)C#CC=1C=NN(C1)C1CCN(CC1)C(C)=O)NC1CCC(CC1)O 1-(4-(4-((6-chloro-4-(((1s,4s)-4-hydroxycyclohexyl)amino)pyridin-3-yl)ethynyl)-1H-pyrazol-1-yl)piperidin-1-yl)ethan-1-one